FC1=CC=C(C=C1)NC(=O)C1(CC1)C(=O)NC1=CC=C(C=C1)OCC1=CC=CC=C1 Cyclopropane-1,1-dicarboxylic acid (4-benzyloxy-phenyl)-amide (4-fluoro-phenyl)amide